(E)-3-(2-hydroxyphenyl)-1-phenylprop-2-en-1-one OC1=C(C=CC=C1)/C=C/C(=O)C1=CC=CC=C1